N1=C(C=CC2=CC=C3C=CC=NC3=C12)C1=CC=C(C=C1)B1OCCO1 {4-(1,10-Phenanthroline-2-yl)phenyl}-1,3,2-Dioxaborolane